OC=1C=C(C=C(C1)OC)CCC1=CC(=C(C=C1)OC)O 3,3'-dihydroxyl-5,4'-dimethoxybibenzyl